ClC1=C(C=C(C=C1)F)N1C(C2=CC=C(C=C2CC1)C(=O)O)=O 2-(2-chloro-5-fluorophenyl)-1-oxo-1,2,3,4-tetrahydroisoquinoline-6-carboxylic acid